(S)-2-((4-(6-((5-cyanobenzo[d]thiazol-2-yl)methoxy)pyridin-2-yl)piperazin-1-yl)methyl)-1-(oxetan-2-ylmethyl)-1H-benzo[d]imidazole-6-carboxylic acid C(#N)C=1C=CC2=C(N=C(S2)COC2=CC=CC(=N2)N2CCN(CC2)CC2=NC3=C(N2C[C@H]2OCC2)C=C(C=C3)C(=O)O)C1